C(C)(=O)C1=CC=CC(=N1)C=1CCN(CC1)C(=O)[O-] 6-acetyl-3',6'-dihydro-[2,4'-Bipyridyl]-1'(2'H)-carboxylate